C1(CCC1)N(C1=CC2=C(N=CN=C2NCC2=C(C=C(C=C2)OC)OC)C(=N1)C1=C(C(=CC=C1C)OC)C)C N6-cyclobutyl-N4-(2,4-dimethoxybenzyl)-8-(3-methoxy-2,6-dimethylphenyl)-N6-methylpyrido[3,4-d]pyrimidine-4,6-diamine